N1C=C(C2=CC=CC=C12)C([C@@H](C)NC(C(C(OC)(F)F)(F)F)=O)=O (R)-N-(1-(1H-indol-3-yl)-1-oxoprop-2-yl)-2,2,3,3-tetrafluoro-3-methoxypropionamide